2-amino-2-(3-chloro-5-(trifluoromethoxy)phenyl)-6-hydroxycyclohexane-1-one hydrochloride Cl.NC1(C(C(CCC1)O)=O)C1=CC(=CC(=C1)OC(F)(F)F)Cl